N,N-dimethyl-acetamide dimethyl acetal COC(C)(N(C)C)OC